ClC1=C(C=C2C=C(C(NC2=C1)=O)C=1C=C(C=CC1)CC(=O)O)C1=CC=C(C=C1)C1=NC=CC=C1 2-(3-(7-chloro-2-oxo-6-(4-(pyridin-2-yl)phenyl)-1,2-dihydro-quinolin-3-yl)phenyl)acetic acid